CC1=C(C=CC(=C1)C)C(CNC(=O)C1=C2C(=NC=C1OC1=CC(=CC=C1)C(F)(F)F)C=CO2)(F)F N-[2-(2,4-dimethylphenyl)-2,2-difluoro-ethyl]-6-[3-(trifluoro-methyl)phenoxy]furo[3,2-b]pyridine-7-carboxamide